2-((tert-butoxycarbonyl)oxy)-5-(tert-butyl)benzoate C(C)(C)(C)OC(=O)OC1=C(C(=O)[O-])C=C(C=C1)C(C)(C)C